C(C)NS(=O)(=O)C1=C(C=CC(=C1)NC=1N=NC(=CC1)C(C)C)C1=CN=C(S1)[C@@H]1CC[C@H](CC1)NC(OC(C)C)=O isopropyl trans-N-[4-[5-[2-(ethylsulfamoyl)-4-[(6-isopropylpyridazin-3-yl)amino]phenyl]thiazol-2-yl]cyclohexyl]carbamate